(indol-5-yl)ethan-1-amine N1C=CC2=CC(=CC=C12)C(C)N